tert-butyl 4-((5-(trifluoromethyl)-4-(1-((2-(trimethylsilyl)ethoxy)methyl)-1H-indazol-3-yl)pyridin-2-yl)amino)piperidine-1-carboxylate FC(C=1C(=CC(=NC1)NC1CCN(CC1)C(=O)OC(C)(C)C)C1=NN(C2=CC=CC=C12)COCC[Si](C)(C)C)(F)F